COC1=C(C(=CC=C1)OC)C1=CC(=CC=C1)[C@H](CC(=O)[O-])NC(=O)NC=1C(N(C=C(C1[O-])C)C)=O.[Na+].[Na+] Natrium (S)-3-(2',6'-Dimethoxybiphenyl-3-yl)-3-(3-(1,5-dimethyl-4-oxido-2-oxo-1,2-dihydropyridin-3-yl)ureido)propanoat